1-[7-chloro-3-(3,5-dichlorophenyl)imidazo[1,2-b]pyridazin-2-yl]ethanone ClC1=CC=2N(N=C1)C(=C(N2)C(C)=O)C2=CC(=CC(=C2)Cl)Cl